2-(ethylthio)-1-(2-(5-(p-tolyl)-1H-imidazol-2-yl)piperidin-1-yl)propan-1-one C(C)SC(C(=O)N1C(CCCC1)C=1NC(=CN1)C1=CC=C(C=C1)C)C